ethyl 2-(3,5-dimethyl benzo[d]isoxazol-4-yl)-2,2-difluoroacetate CC1=NOC2=C1C(=C(C=C2)C)C(C(=O)OCC)(F)F